erbium(III) chloride hydrate O.[Cl-].[Er+3].[Cl-].[Cl-]